Cl.O=C1C2CNC(C1)C2 2-oxo-5-azabicyclo[2.2.1]heptane HCl